COC(C)(C)C1=CC=NC2=CC=CC=C12 4-(2-Methoxypropan-2-yl)quinolin